4-(2-(4-Chloro-7-azaindol-2-yl)ethyl)morpholine ClC1=C2C=C(NC2=NC=C1)CCN1CCOCC1